7-(Methyl(7H-pyrrolo[2,3-d]pyrimidin-4-yl)amino)-N-(3-(methylthio)-1,2,4-thiadiazole-5-yl)-2-azaspiro[3.5]nonane-2-carboxamide CN(C1CCC2(CN(C2)C(=O)NC2=NC(=NS2)SC)CC1)C=1C2=C(N=CN1)NC=C2